Tert-butyl 6-((4-((5-(tert-butyl) pyridin-3-yl) amino)-6-cyanopyridin-2-yl) amino)-1H-indole-1-carboxylate C(C)(C)(C)C=1C=C(C=NC1)NC1=CC(=NC(=C1)C#N)NC1=CC=C2C=CN(C2=C1)C(=O)OC(C)(C)C